1-(6-(4-fluorophenyl)-4-(1-methyl-1H-pyrazol-3-yl)pyridin-3-yl)-4-(methylsulfonyl)piperazine FC1=CC=C(C=C1)C1=CC(=C(C=N1)N1CCN(CC1)S(=O)(=O)C)C1=NN(C=C1)C